4-(3,8-diazabicyclo[3.2.1]octan-3-yl)-6-(1-(difluoromethyl)-1H-pyrazol-4-yl)pyrrolo[1,2-b]pyridazine hydrochloride Cl.C12CN(CC(CC1)N2)C=2C=1N(N=CC2)C=C(C1)C=1C=NN(C1)C(F)F